tert-butyl-N-(8-azidooctyl)-N-methyl-carbamate C(C)(C)(C)OC(N(C)CCCCCCCCN=[N+]=[N-])=O